COC(=O)C=1SC(=CC1)CN1C(N(C2=NC(=NC=C12)N)[C@@H]1O[C@@H](C[C@H]1O)CO)=O 5-((2-amino-9-((2R,3R,5S)-3-hydroxy-5-(hydroxymethyl)tetrahydrofuran-2-yl)-8-oxo-8,9-dihydro-7H-purin-7-yl)methyl)thiophene-2-carboxylic acid methyl ester